boric acid, cyanoamide C(#N)NB(O)O